O1CC(C1)C1=CC=CC2=CC3=CC=CC=C3C=C12 1-(3-oxetanyl)anthracene